hydroxyphenyl-acetic acid 2-[2-hydroxyethoxy]-ethyl ester OCCOCCOC(C(C1=CC=CC=C1)O)=O